N1N2C(N=C1C(=O)N)=NCC2 5,6-dihydroimidazo[1,2-b][1,2,4]Triazole-2-carboxamide